C(C1=CC=C(C(=O)OCC(CCCC)O)C=C1)(=O)OCC(CCCC)O bis(2-hydroxyhexyl) terephthalate